ClC1=C(C=CC(=C1)C1=CC(=CC=C1)COC=1C=C2CN(C(C2=CC1)=O)C1CCCC1)C(=O)N(C)C (2-chloro-4-{3-[(2-cyclopentyl-1-oxoisoindolin-5-yloxy)methyl]phenyl}phenyl)-N,N-dimethylcarboxamide